7-methoxy-8-(tetrahydro-furan-2-yl)-1-thiophen-3-yl-1,4-dihydro-chromeno[4,3-c]pyrazole-3-carboxylic acid tert-butyl-methyl-amide C(C)(C)(C)N(C(=O)C=1C2=C(N(N1)C1=CSC=C1)C=1C=C(C(=CC1OC2)OC)C2OCCC2)C